C(C)(=O)N1C2=CC=C(C=C2OC=2C=CC(=CC12)I)C(F)(F)F 10-acetyl-2-iodo-7-trifluoromethylphenoxazine